(R)-4-((1-(2-(4,4-dimethylpiperidin-1-yl)-6-methyl-4-oxo-4H-chromen-8-yl)ethyl)amino)isoxazole-5-carboxylic acid CC1(CCN(CC1)C=1OC2=C(C=C(C=C2C(C1)=O)C)[C@@H](C)NC=1C=NOC1C(=O)O)C